FC1=C(C=C2C=C(N(C2=C1)C(=O)OC(C)(C)C)C(=O)OCC)C 1-(tert-butyl) 2-ethyl 6-fluoro-5-methyl-1H-indole-1,2-dicarboxylate